O[C@@H]1CC[C@@]2([C@H]3CC[C@@]4([C@H](CC[C@H]4[C@@H]3[C@@H](C[C@@H]2C1)O)[C@@H](CCC(=O)N[C@H](C(=O)O)CC1=CC=C(C=C1)O)C)C)C (S)-2-((R)-4-((3R,5S,7R,8R,9S,10S,13R,14S,17R)-3,7-dihydroxy-10,13-dimethyl-hexadecahydro-1H-cyclopenta[a]phenanthren-17-yl)pentanamido)-3-(4-hydroxyphenyl)propanoic acid